3-isopropyl-N-((S)-1-phenylethyl)-6-(piperidin-3-ylthio)imidazo[1,2-b]pyridazin-8-amine hydrochloride Cl.C(C)(C)C1=CN=C2N1N=C(C=C2N[C@@H](C)C2=CC=CC=C2)SC2CNCCC2